[OH-].[Li+].C(#N)C1CC(CCC1)C(=O)O 3-Cyanocyclohexane-1-carboxylic acid Lithium hydroxide